C(C)(C)(C)OC(=O)N1CC2=CC(=C(C=C2CC1)O)C=O 7-formyl-6-hydroxy-1,2,3,4-tetrahydroisoquinoline-2-carboxylic acid tert-butyl ester